methyl 2-((4-(2,4-dihydroxyphenyl) thiazol-2-yl) amino)-2-oxoacetate OC1=C(C=CC(=C1)O)C=1N=C(SC1)NC(C(=O)OC)=O